3-(2-furyl)-2-propen-1-one O1C(=CC=C1)C=CC=O